tert-butyl 2-(4-amino-8-(trifluoromethyl)-9H-pyrimido[4,5-b]indol-9-yl)acetate NC1=NC=NC=2N(C3=C(C=CC=C3C21)C(F)(F)F)CC(=O)OC(C)(C)C